BrC1=NN(C=N1)C=C1CC2(CN(C2)C(=O)OC(C)(C)C)C1 tert-butyl 6-[(3-bromo-1,2,4-triazol-1-yl)methylene]-2-azaspiro[3.3]heptane-2-carboxylate